OC(=O)C(F)(F)F.CN(C(/C=C/CC[C@@H](C(NC=1C(N(N=CC1)CC1=NC2=C(N1)C(=CC(=C2)F)CC(C)(C)C)=O)=O)OC(N(C)C)=O)=O)C [(E,1S)-6-(dimethylamino)-1-[[2-[[7-(2,2-dimethylpropyl)-5-fluoro-1H-benzimidazol-2-yl]methyl]-3-oxo-pyridazin-4-yl]carbamoyl]-6-oxo-hex-4-enyl]N,N-dimethylcarbamate TFA salt